5-chloro-4-(1-(2,4-dichlorophenyl)ethoxy)pyrimidine ClC=1C(=NC=NC1)OC(C)C1=C(C=C(C=C1)Cl)Cl